C(C1=CC=CC=C1)Cl.C(C(=C)C)(=O)OCCN(C)C dimethylaminoethyl methacrylate benzyl chloride salt